BrC1=CC=CC=2OC(OC21)C2=CC=C(C=C2)Cl 4-bromo-2-(4-chlorophenyl)benzo[D][1,3]dioxol